ClC1=CC(=NC=N1)NC (6-chloro-pyrimidin-4-yl)-methyl-amine